(2S)-1-(3-(2-(2,6-Dimethylpyridin-4-yl)-3-isopropyl-1H-indol-5-yl)piperidin-1-yl)-2-(methylamino)propan-1-on CC1=NC(=CC(=C1)C=1NC2=CC=C(C=C2C1C(C)C)C1CN(CCC1)C([C@H](C)NC)=O)C